(S)-1'-(6-amino-5-((3-chloro-2-(pyrrolidin-1-yl)pyridin-4-yl)thio)-3-methylpyrazin-2-yl)-2-methyl-2,6-dihydro-4H-spiro[cyclopenta[c]pyrazole-5,4'-piperidin]-4-amine NC1=C(N=C(C(=N1)N1CCC2(CC1)[C@@H](C=1C(=NN(C1)C)C2)N)C)SC2=C(C(=NC=C2)N2CCCC2)Cl